CCN(CC)C1CCC(CC1)N=C=NC2CCCCC2 1-cyclohexyl-3-(4-diethyl-aminocyclohexyl)carbodiimide